N1(C=NC=C1)C=1C=C(C(=NC1)C=1N=NC(=CC1)N(C1CC(NC(C1)(C)C)(C)C)C)O 5-(1H-imidazol-1-yl)-2-{6-[methyl(2,2,6,6-tetramethylpiperidin-4-yl)amino]pyridazin-3-yl}pyridin-3-ol